The molecule is a triglyceride formed by acylation of the three hydroxy groups of glycerol with linolenic acid. It derives from an alpha-linolenic acid. CC/C=C\\C/C=C\\C/C=C\\CCCCCCCC(=O)OCC(OC(=O)CCCCCCC/C=C\\C/C=C\\C/C=C\\CC)COC(=O)CCCCCCC/C=C\\C/C=C\\C/C=C\\CC